[2-[[4-[3-[2-(2-aminoethoxy)-4-pyridinyl]phenyl]thiazol-2-yl]amino]-2-oxo-ethyl]-1-methanesulfonyl-pyrrole-3-carboxamide NCCOC1=NC=CC(=C1)C=1C=C(C=CC1)C=1N=C(SC1)NC(CC=1N(C=CC1C(=O)N)S(=O)(=O)C)=O